N-(4-(4-amino-5-(5-fluoro-2-methoxypyridin-4-yl)-7-methyl-7H-pyrrolo[2,3-d]pyrimidin-6-yl)phenyl)methacrylamide tert-butyl-(3R,4R)-3-azido-4-hydroxypyrrolidine-1-carboxylate C(C)(C)(C)OC(=O)N1C[C@H]([C@@H](C1)O)N=[N+]=[N-].NC=1C2=C(N=CN1)N(C(=C2C2=CC(=NC=C2F)OC)C2=CC=C(C=C2)NC(C(=C)C)=O)C